benzyl (2-methyl-4-(6-(tetrahydro-2H-pyran-4-yl)pyrrolo[2,1-f][1,2,4]triazin-4-yl)benzyl)carbamate CC1=C(CNC(OCC2=CC=CC=C2)=O)C=CC(=C1)C1=NC=NN2C1=CC(=C2)C2CCOCC2